C(C)NC(=O)C1=NN2C(CNCCC2)=C1F N-ethyl-3-fluoro-5,6,7,8-tetrahydro-4H-pyrazolo[1,5-a][1,4]diazepine-2-carboxamide